C(C)OC1=C(O)C=CC(=C1)C(C)(C)C1=CC=C(C=C1)O ethoxybisphenol-a